O=C1N(C=CC(N1)=O)C1C(C(C(O1)COP(=O)(OC1=CC=C(C=C1)C(C=CC1=CC=CC=C1)=O)NCC(=O)OC(C)C)O)(C)F Propan-2-yl 2-[[[5-(2,4-dioxopyrimidin-1-yl)-4-fluoro-3-hydroxy-4-methyloxolan-2-yl]methoxy-[4-(3-phenylprop-2-enoyl)phenoxy]phosphoryl]amino]acetate